racemic-((1R,2S)-cyclobutane-1,2-diyl)dimethanol [C@@H]1([C@H](CC1)CO)CO |r|